[2-(2-methoxymethylethoxy)methylethoxy]propanol CC(CO)OC(C)COC(C)COC